C(C1=CC=CC=C1)N1C[C@@H]([C@H]([C@H]([C@H]1COCC1=CC=CC=C1)OCC1=CC=CC=C1)OCC1=CC=CC=C1)NC(C)=O N-((3S,4R,5S,6R)-1-benzyl-4,5-bis(benzyloxy)-6-((benzyloxy)methyl)piperidin-3-yl)acetamide